CC1=CC(=CS1)C(=O)O 5-METHYLTHIOPHENE-3-CARBOXYLIC ACID